C1(CC1)C=1N=CC2=C(N1)CN(C2)C(=O)OC(C)(C)C tert-butyl 2-cyclopropyl-5H-pyrrolo[3,4-d]pyrimidine-6(7H)-carboxylate